3-(4-chloro-phenyl)-urea ClC1=CC=C(C=C1)NC(N)=O